[2H]C(CCN1CCN(CC1)C(=O)OC(C)(C)C)(O)[2H] tert-butyl 4-(3,3-dideutero-3-hydroxy-propyl)-piperazine-1-carboxylate